(S)-(5-(2-((6-bromoquinolin-3-yl)oxy)propoxy)pyridin-3-yl)methanol BrC=1C=C2C=C(C=NC2=CC1)O[C@H](COC=1C=C(C=NC1)CO)C